C(C1=CC=CC=C1)NC1=NC(=NC=2C(CCCC12)OC)N1C(=CC2=C(C=CC=C12)[N+](=O)[O-])C N-benzyl-8-methoxy-2-(2-methyl-4-nitro-indol-1-yl)-5,6,7,8-tetrahydroquinazolin-4-amine